N=1C=CN2C1CC(CC2)COC=2C=C(C(=O)O)C=CN2 2-((5,6,7,8-tetrahydroimidazo[1,2-a]pyridin-7-yl)methoxy)isonicotinic acid